C(C)(=O)OCC(COC1=C(C=C(C=C1Cl)C(C)(C)C1=CC=C(C=C1)OCC(CCl)OC(C)=O)Cl)OC(C)=O 3-(4-(2-(4-(2-acetoxy-3-chloropropoxy)phenyl)propan-2-yl)-2,6-dichlorophenoxy)propane-1,2-diyl diacetate